2'-Formyl-[1,1':3',1''-terphenyl]-5'-yl 2-(4-(1,3-dioxo-5,11-bis(4-(trifluoromethyl)phenyl)-1H-xantheno[2,1,9-def]isoquinolin-2(3H)-yl)phenyl)acetate O=C1N(C(C2=C3C=4C(=C(C=C13)C1=CC=C(C=C1)C(F)(F)F)C1=CC=CC=C1OC4C(=C2)C2=CC=C(C=C2)C(F)(F)F)=O)C2=CC=C(C=C2)CC(=O)OC=2C=C(C(=C(C2)C2=CC=CC=C2)C=O)C2=CC=CC=C2